furan-2-yl-propionamide O1C(=CC=C1)C(C(=O)N)C